N-(4-(5-chloropyridin-3-yl)-2-fluoro-5-methylphenyl)-2-(2-(cyclopropanesulfonamido)thiazol-4-yl)-2-methylpropanamide ClC=1C=C(C=NC1)C1=CC(=C(C=C1C)NC(C(C)(C)C=1N=C(SC1)NS(=O)(=O)C1CC1)=O)F